COC1=CC=C(CN2N=NC(=C2OC2=CC=C(C=C2)N2CCN(CC2)C(=O)OC(C)(C)C)C(=O)OC)C=C1 tert-butyl 4-(4-((1-(4-methoxybenzyl)-4-(methoxycarbonyl)-1H-1,2,3-triazol-5-yl)oxy)phenyl)piperazine-1-carboxylate